Cl.Cl.NN hydrazine, dihydrochloride